C1(=CC=CC=C1)OB([O-])[O-] Phenylborate